C1=NC=CC=2NC=3C=CC(=CC3C21)C(=O)N 5H-pyrido[4,3-b]Indole-8-carboxamide